2-(2-(3,3-dimethylpyrrolidin-1-yl)-2-oxoethyl)-6-hydroxy-1-methyl-3-oxo-3,8,9,10-Tetrahydropyrano[3,2-f]Chromen-5-carbaldehyde CC1(CN(CC1)C(CC1=C(C=2C=3CCCOC3C(=C(C2OC1=O)C=O)O)C)=O)C